3-(4-(3-oxocyclobutyl)phenyl)piperidine-2,6-dione O=C1CC(C1)C1=CC=C(C=C1)C1C(NC(CC1)=O)=O